1-[3-(trifluoromethyl)benzyl]-4-(4,4,5,5-tetramethyl-1,3,2-dioxaborolan-2-yl)-1H-pyrazole FC(C=1C=C(CN2N=CC(=C2)B2OC(C(O2)(C)C)(C)C)C=CC1)(F)F